C1(CC1)NC1=CC(=NC=2N1N=CC2C#N)NC2=CC(=C(C=C2)N2CCCC2)CS(=O)(=O)C 7-(cyclopropylamino)-5-((3-((methylsulfonyl)methyl)-4-(pyrrolidin-1-yl)phenyl)amino)pyrazolo[1,5-a]pyrimidine-3-carbonitrile